4-(4-chlorophenyl)-N-((3R,5R)-5-fluoro-1-methylpiperidin-3-yl)pyrido[3,4-d]pyridazin-1-amine ClC1=CC=C(C=C1)C=1N=NC(=C2C1C=NC=C2)N[C@H]2CN(C[C@@H](C2)F)C